(S)-N-(4-(1-aminoethyl)-2-fluorophenyl)-8-chloro-7-methylquinolin-2-amine N[C@@H](C)C1=CC(=C(C=C1)NC1=NC2=C(C(=CC=C2C=C1)C)Cl)F